tert-butyl N-[2'-(4-pentoxynaphthalene-1-sulfonamido)ethyl]carbamate C(CCCC)OC1=CC=C(C2=CC=CC=C12)S(=O)(=O)NCCNC(OC(C)(C)C)=O